FC(C(=O)O)(F)F.O1C(=NC2=C1C=CC=C2)N2CCC(CC2)C(=O)N2N=CCC2C2=CC=CC=C2 (1-(benzo[d]oxazol-2-yl)piperidin-4-yl)(5-phenyl-4,5-dihydro-1H-pyrazol-1-yl)methanone 2,2,2-trifluoroacetate